CC1=C(C=CC=C1NC(C1=NC=C(C(=C1)OC)CNCCN=S(=O)(C)C)=O)C1=C(C(=CC=C1)NC(C1=NC=C(C(=C1)OC)CNCCN=S(=O)(C)C)=O)C N,N'-(2,2'-dimethyl-[1,1'-biphenyl]-3,3'-diyl)bis(5-(((2-((dimethyl(oxo)λ6-sulfaneylidene)amino)ethyl)amino)methyl)-4-methoxypicolinamide)